(R)-N-(1-(1H-tetrazol-5-yl)piperidin-3-yl)-1-(4-chloro-2-methoxyphenyl)cyclopropane-1-carboxamide N1N=NN=C1N1C[C@@H](CCC1)NC(=O)C1(CC1)C1=C(C=C(C=C1)Cl)OC